CC1(OB(OC1(C)C)C1=CC=C(C=C1)N1CC2(CCC2)CC1=O)C 6-(4-(4,4,5,5-Tetramethyl-1,3,2-dioxaborolan-2-yl)phenyl)-6-azaspiro[3.4]octan-7-one